NC1=C(C(=CC(=C1)Cl)N)Cl 1,3-diamino-2,5-dichloro-benzene